3-(2,5-diaminophenyl)propan-1-ol NC1=C(C=C(C=C1)N)CCCO